N-[2-methyl-5-[[2-(5-oxa-2-azabicyclo[4.1.0]heptan-2-yl)acetyl]amino]-3-pyridyl]-6-(1-methylpyrazol-4-yl)triazolo[1,5-a]pyridine-3-carboxamide CC1=NC=C(C=C1NC(=O)C=1N=NN2C1C=CC(=C2)C=2C=NN(C2)C)NC(CN2C1CC1OCC2)=O